Cl.FC(OC1=CC=C(C=C1)C1=CC=C(C=C1)CN)(F)F (4'-(trifluoromethoxy)-[1,1'-biphenyl]-4-yl)methylamine hydrochloride